Cl.Cl.N[C@H](CC1=CC=2N=CN=C(C2S1)NCC1=CC=NC=C1)C 6-[(2S)-2-aminopropyl]-N-[(pyridin-4-yl)methyl]thieno[3,2-d]pyrimidin-4-amine dihydrochloride